(2R,4R)-4-((3-fluoro-6-((5-methyl-1H-pyrazol-3-yl)amino)-4-(4-methylpiperazin-1-yl)pyridin-2-yl)methyl)-2-methyl-1-((2-(trifluoromethyl)phenyl)sulfonyl)piperidine-4-carboxylic acid FC=1C(=NC(=CC1N1CCN(CC1)C)NC1=NNC(=C1)C)C[C@@]1(C[C@H](N(CC1)S(=O)(=O)C1=C(C=CC=C1)C(F)(F)F)C)C(=O)O